2-(4-methoxy-6-phenyl-1,3,5-triazin-2-yl)malononitrile COC1=NC(=NC(=N1)C1=CC=CC=C1)C(C#N)C#N